phenethyl-benzenesulfonic acid C(CC1=CC=CC=C1)C1=C(C=CC=C1)S(=O)(=O)O